BrC=1C=CC(=NC1)C1=CC(=NO1)CN1C(=NC=C1)[C@H](C)OC1OCCCC1 5-(5-bromopyridin-2-yl)-3-((2-((1S)-1-((tetrahydro-2H-pyran-2-yl)oxy)ethyl)-1H-imidazol-1-yl)methyl)isoxazole